methyl 8-(2,4-dichlorophenyl)-9-(4-hydroxyphenyl)-6,7-dihydro-5H-benzo[7]annulene-3-carboxylate ClC1=C(C=CC(=C1)Cl)C=1CCCC2=C(C1C1=CC=C(C=C1)O)C=CC(=C2)C(=O)OC